1-(4-(3,5-dimethyl-1H-1,2,4-triazol-1-yl)-5-fluoropyrimidin-2-yl)-N-((3-fluoropyridin-2-yl)methyl)-N-hydroxypiperidine-4-carboxamide CC1=NN(C(=N1)C)C1=NC(=NC=C1F)N1CCC(CC1)C(=O)N(O)CC1=NC=CC=C1F